ClC=1C(=NC(=CC1)C)C1=CC=CC=C1 3-chloro-6-methyl-2-phenyl-pyridine